2,2-bis(4-aminocyclohexyl)-butane NC1CCC(CC1)C(C)(CC)C1CCC(CC1)N